C(CC)OCOCCCC(CC(CC(CC(CC(C)Cl)C)C)C)C 12-chloro-4,6,8,10-tetramethyltridecyl propyloxymethyl ether